(E)-6-(6-(2-(5-Cyclopropyl-3-(4-(trifluoromethyl)pyridin-3-yl)isoxazol-4-yl)vinyl)-2-azaspiro[3.3]heptan-2-yl)-4-methoxychinolin C1(CC1)C1=C(C(=NO1)C=1C=NC=CC1C(F)(F)F)/C=C/C1CC2(CN(C2)C=2C=C3C(=CC=NC3=CC2)OC)C1